CC([C@@H](C(=O)N1[C@@H](C[C@H](C1)O)C(=O)NC)N1N=NC(=C1)CN1C(CCCCC1)=O)(C)C (2S,4r)-1-[(2S)-3,3-dimethyl-2-[4-[(2-oxoazepan-1-yl)methyl]triazol-1-yl]butyryl]-4-hydroxy-N-methyl-pyrrolidine-2-carboxamide